4-(3-ethyl-4-fluoro-2-methoxy-phenyl)-2-methyl-2-(trifluoromethyl)-3H-furan-5-carboxylic acid ethyl ester C(C)OC(=O)C1=C(CC(O1)(C(F)(F)F)C)C1=C(C(=C(C=C1)F)CC)OC